1-isopropyl-3,3,5-trimethyl-8-[[(1R)-1-[3-(1,1-difluoro-2-hydroxy-2-methyl-propyl)-2-methyl-phenyl]ethyl]amino]pyrrolo[2,3-g]phthalazin-2-one C(C)(C)N1C(C(C=2C1=CC=1C(=NN=C(C1C2)C)N[C@H](C)C2=C(C(=CC=C2)C(C(C)(C)O)(F)F)C)(C)C)=O